OCCCN(CC(=O)O)C 2-[(3-HYDROXYPROPYL)(METHYL)AMINO]ACETIC ACID